tert-butyl 5-amino-4-[5-[3-methyl-2-(1-piperidyl)imidazol-4-yl]-1-oxo-isoindolin-2-yl]-5-oxo-pentanoate NC(C(CCC(=O)OC(C)(C)C)N1C(C2=CC=C(C=C2C1)C=1N(C(=NC1)N1CCCCC1)C)=O)=O